methyl 3-(1-(difluoromethyl)-1H-pyrazol-4-yl)benzoate FC(N1N=CC(=C1)C=1C=C(C(=O)OC)C=CC1)F